Pyrogallol tri-tosylate S(=O)(=O)(C1=CC=C(C)C=C1)OC1=C(OS(=O)(=O)C2=CC=C(C)C=C2)C(OS(=O)(=O)C2=CC=C(C)C=C2)=CC=C1